NC1=CC=C(C=C1)C(CC#N)=O 3-(4-aminophenyl)-3-oxopropionitrile